C(CCCCC)SC1=NC(=CC(N1)=O)O 2-(hexylthio)-6-hydroxy-4(3H)-pyrimidinone